C(C)(=O)OC1=C(C=C(C=C1OC)CN(C(CN1N=NC2=C1C=CC=C2)=O)C2=CC=C(C=C2)C(NC)=O)OC 4-((2-(1H-benzo[d][1,2,3]triazol-1-yl)-N-(4-(methylcarbamoyl) phenyl) acetamido) methyl)-2,6-dimethoxyphenyl acetate